ClC1=C(C=CC=C1)S(=O)(=O)NC1=CC(=NN1C)C1=C(C2=C(S1)C=CC(=C2)Cl)C 2-chloro-N-[3-(5-chloro-3-methylbenzo[b]thiophen-2-yl)-1-methyl-1H-pyrazol-5-yl]-benzenesulfonamide